tricarbonyl-Ruthenium C(=O)=[Ru](=C=O)=C=O